OCCN(CC(=O)O)CCO N,N-Di-(2-hydroxy-ethyl)glycin